C(=C)C1=CC=CC=C1 p-vinylbenzene